2-amino-8,8-dimethyl-7,8-dihydro-5H-pyrano[4,3-b]pyridin-5-one NC1=CC=C2C(=N1)C(COC2=O)(C)C